(5-methyl-1,3,4-oxadiazol-2-yl)methylamine hydrochloride Cl.CC1=NN=C(O1)CN